NC1=NC(N(C=C1)[C@@H]1O[C@@H]([C@H]([C@@H]1O)O)CO)=O 4-amino-1-[(2R,3S,4S,5R)-3,4-dihydroxy-5-(hydroxymethyl)oxolan-2-yl]pyrimidin-2-one